2,3-dimethyl-p-bromophenylsulfone CC1=C(C=CC(=C1C)Br)S(=O)(=O)C1=C(C(=C(C=C1)Br)C)C